3-((1-ethyl-1H-imidazol-2-yl)methyl)pyrazolo[1,5-a]pyridine-5-carboxylic acid C(C)N1C(=NC=C1)CC=1C=NN2C1C=C(C=C2)C(=O)O